4-chloro-4,4-diphenyl-2-oxo-butyric acid ClC(CC(C(=O)O)=O)(C1=CC=CC=C1)C1=CC=CC=C1